3-(4-chlorophenyl)-2-[(5-chloropyrimidin-2-yl)methyl]-4-fluoro-3-{[1-(hydroxymethyl)cyclopropyl]methoxy}-6-(2-hydroxypropan-2-yl)-2,3-dihydro-1H-isoindol-1-one ClC1=CC=C(C=C1)C1(N(C(C2=CC(=CC(=C12)F)C(C)(C)O)=O)CC1=NC=C(C=N1)Cl)OCC1(CC1)CO